N-[2,6-bis(methoxymethoxy)phenyl]formamide COCOC1=C(C(=CC=C1)OCOC)NC=O